(6S)-4-(4-chlorophenyl)-N-[6-[[(2E)-3-(3-pyridinyl)-1-oxo-2-propen-1-yl]amino]hexyl]-2,3,9-trimethyl-6H-thieno[3,2-f][1,2,4]triazolo[4,3-a][1,4]diazepine-6-acetamide ClC1=CC=C(C=C1)C1=N[C@H](C=2N(C3=C1C(=C(S3)C)C)C(=NN2)C)CC(=O)NCCCCCCNC(\C=C\C=2C=NC=CC2)=O